1-(cyclobutanecarbonyl)-N-((7-(5-(difluoromethyl)-1,3,4-oxadiazol-2-yl)imidazo[1,2-a]pyridine-2-yl)methyl)-N-(3-fluorophenyl)piperidine-4-sulfonamide C1(CCC1)C(=O)N1CCC(CC1)S(=O)(=O)N(C1=CC(=CC=C1)F)CC=1N=C2N(C=CC(=C2)C=2OC(=NN2)C(F)F)C1